tert-butyl (1-(5-((4-methoxybenzyl)amino)pyridin-2-yl)cyclobutyl)carbamate COC1=CC=C(CNC=2C=CC(=NC2)C2(CCC2)NC(OC(C)(C)C)=O)C=C1